cobalt-manganese-nickel-copper-iron [Fe].[Cu].[Ni].[Mn].[Co]